NC=1C=2N(C=CN1)C(=NC2C2=CC(=C(C=C2)NC(OC(C)(C)C)=O)OC)CCN(C)C tert-Butyl (4-(8-amino-3-(2-(dimethylamino)ethyl)imidazo[1,5-a]pyrazin-1-yl)-2-methoxyphenyl)carbamate